ClC1=CC(=[N+](C=C1C1=C(C(=CC=C1N1N=NN=C1)Cl)F)[O-])[C@@H](CC1CC1)N1N=CC(=C1)C=1C=NN(C(C1)=O)C |o1:21| 4-Chloro-5-(3-chloro-2-fluoro-6-(1H-tetrazol-1-yl)phenyl)-2-((R*)-2-cyclopropyl-1-(4-(1-methyl-6-oxo-1,6-dihydropyridazin-4-yl)-1H-pyrazol-1-yl)ethyl)pyridine 1-oxide